N-((1R,3S)-3-((5-bromo-2-chloropyrimidin-4-yl)amino)cyclopentyl)cyclopropanecarboxamide ethyl-5-bromo-2-(trifluoro-methyl)isonicotinate C(C)OC(C1=CC(=NC=C1Br)C(F)(F)F)=O.BrC=1C(=NC(=NC1)Cl)N[C@@H]1C[C@@H](CC1)NC(=O)C1CC1